(-)-N-(3,5-difluoro-4-{(3R*,4S*)-4-[3-(4-fluoro-phenyl)ureido]-5-oxopyrrolidin-3-yl}phenyl)acetamide FC=1C=C(C=C(C1[C@@H]1CNC([C@H]1NC(=O)NC1=CC=C(C=C1)F)=O)F)NC(C)=O |o1:7,11|